6-[[4-(trifluorometh-ylsulfonyl)phenyl]-methyl]-2-azaspiro-[3.3]heptane FC(S(=O)(=O)C1=CC=C(C=C1)CC1CC2(CNC2)C1)(F)F